(2S,3R)-1-[7,7-difluoro-4-(1-methyl-1-oxo-3H-1,2-benzothiazol-6-yl)-5,6-dihydrocyclopenta[d]pyrimidin-2-yl]-2-methyl-azetidin-3-ol FC1(CCC2=C1N=C(N=C2C2=CC1=C(CNS1(=O)C)C=C2)N2[C@H]([C@@H](C2)O)C)F